C(CCC)N1C(N(C(CC1=O)=O)C1CCC(CC1)(C(=O)OC)CC=1C(=NC=CC1)OC)=O methyl 4-(3-butyl-2,4,6-trioxo-hexahydropyrimidin-1-yl)-1-[(2-methoxy-3-pyridyl)methyl]cyclohexanecarboxylate